6-(4-hydroxy-3-methyl-5-tert-butylanilino)-2,4-dioctylthio-1,3,5-triazine OC1=C(C=C(NC2=NC(=NC(=N2)SCCCCCCCC)SCCCCCCCC)C=C1C(C)(C)C)C